5-((1S,5R)-3-(2-(4-(3-(1-(5-chloropyrimidin-2-yl)piperidin-4-yl)propoxy)-2-fluorophenyl)acetyl)-3,6-diazabicyclo[3.2.0]heptan-6-yl)-5-oxopentane-1-sulfonic acid ClC=1C=NC(=NC1)N1CCC(CC1)CCCOC1=CC(=C(C=C1)CC(=O)N1C[C@H]2CN([C@H]2C1)C(CCCCS(=O)(=O)O)=O)F